iron oxide nitrogen [N+3].[O-2].[Fe+2]